ethyl (S)-3-amino-3-(4'-methoxybiphenyl-3-yl)propanoate N[C@@H](CC(=O)OCC)C=1C=C(C=CC1)C1=CC=C(C=C1)OC